O=C1OC2=CC(=CC=C2C=C1C=1SC=C(N1)C1=CC=CC=C1)OC(C)=O Acetic acid 2-oxo-3-(4-phenyl-thiazol-2-yl)-2H-chromen-7-yl ester